NCCNCCNCCC[Si](OC)(OC)OC 3-[2-(2-aminoethylamino)ethylamino]propyl-tri-methoxysilane